N-(2-(3-chloro-1-(((R)-tetrahydrofuran-2-yl)methyl)-1H-pyrazol-4-yl)pyrimidin-4-yl)-5-isopropyl-8-((2R,3S)-2-methyl-3-((methylsulfonyl)methyl)azetidin-1-yl)isoquinolin-3-amine ClC1=NN(C=C1C1=NC=CC(=N1)NC=1N=CC2=C(C=CC(=C2C1)C(C)C)N1[C@@H]([C@H](C1)CS(=O)(=O)C)C)C[C@@H]1OCCC1